2-[6-fluoro-4-(1,4,4,9-tetramethyl-5H-[1,2,4]triazolo[4,3-a]quinoxalin-8-yl)-1H-indol-1-yl]-ethanol FC1=CC(=C2C=CN(C2=C1)CCO)C1=CC=C2NC(C=3N(C2=C1C)C(=NN3)C)(C)C